[Cu].NC1=NC=C(C2=C1C=NN2COCC[Si](C)(C)C)NC(=O)C(=O)N(CC2=NC=CC=C2)CC2=CC=C(C=C2)C N-[4-amino-1-(2-trimethylsilylethoxymethyl)pyrazolo[4,3-c]pyridin-7-yl]-N'-(p-tolylmethyl)-N'-(2-pyridylmethyl)oxamide Copper